2-(((cyclopropylmethyl)(pyridin-2-ylmethyl)amino)methyl)-7-methoxy-[1,2,4]triazolo[1,5-c]quinazolin-5-amine C1(CC1)CN(CC1=NC=CC=C1)CC1=NN2C(=NC=3C(=CC=CC3C2=N1)OC)N